CS(=O)(=O)OC[C@@H]1N(CCC1)C1=C(C(OC(=C1)C(NC=1SC(=NN1)N1N=CC=C1C)=O)=O)OC (R)-(1-(3-methoxy-6-((5-(5-methyl-1H-pyrazol-1-yl)-1,3,4-thiadiazol-2-yl)carbamoyl)-2-oxo-2H-pyran-4-yl)pyrrolidin-2-yl)methyl methanesulfonate